1,4-phthalazinedione sodium salt [Na].C1(N=NC(C2=CC=CC=C12)=O)=O